COC=1C=CC2=C(C(OC3=CC(=CC=C23)OCCSC)=O)C1 8-methoxy-3-(2-(methylthio)ethoxy)-6H-benzo[c]chromen-6-one